trans-4-((3-(2-Cyclopropyloxazol-4-yl)-phenyl)((trans-4-(6-(dimethylamino)-pyridine-3-yl)cyclohexyl)methyl)carbamoyl)cyclohexyl (2-hydroxyethyl)-carbamate OCCNC(O[C@@H]1CC[C@H](CC1)C(N(C[C@@H]1CC[C@H](CC1)C=1C=NC(=CC1)N(C)C)C1=CC(=CC=C1)C=1N=C(OC1)C1CC1)=O)=O